(S)-6-(cyclopropanecarboxamido)-N-ethoxy-4-((2,4,5-trimethyl-4,5-dihydro-[1,2,4]triazolo[1,5-a]quinoxalin-6-yl)amino)nicotinamide C1(CC1)C(=O)NC1=NC=C(C(=O)NOCC)C(=C1)NC1=C2N([C@H](C=3N(C2=CC=C1)N=C(N3)C)C)C